C(C)(C)(C)OC(COCCCCCN1N=C(C(=C1C)C1=CC(=C(C=C1)C)N(CC)C1=CC(=C(C=C1)C#N)Cl)C)=O 2-((5-(4-(3-((3-chloro-4-cyanophenyl)(ethyl)amino)-4-methylphenyl)-3,5-dimethyl-1H-pyrazol-1-yl)pentyl)oxy)acetic acid tert-butyl ester